ClC1=C(C(=CC=C1Cl)OCOCC[Si](C)(C)C)C(CC(=O)OCC)C[N+](=O)[O-] ethyl 3-(2,3-dichloro-6-[[2-(trimethylsilyl)ethoxy]methoxy]phenyl)-4-nitrobutanoate